OCN(C(=O)NCO)C1N(C(N(C1=O)CO)=O)CO N-hydroxymethyl-N-(1,3-bis(hydroxymethyl)-2,5-dioxoimidazolin-4-yl)-N'-hydroxymethylUrea